BrC=1C=2C(C=NC1)=CN(N2)CC(F)(F)F 7-bromo-2-(2,2,2-trifluoroethyl)pyrazolo[4,3-c]pyridine